NC1=C(N=CC2=C(C=CC=C12)C=1C(=NC=CC1)OC)C(=O)NCCC 4-amino-8-(2-methoxypyridin-3-yl)-N-propylisoquinoline-3-carboxamide